CC1=CC2(CN(CC2)C(CC2=CC=C(C=C2)F)=O)NC2=NC(=CC=C12)C 1-(4,7-dimethyl-1H-spiro[1,8-naphthyridine-2,3'-pyrrolidin]-1'-yl)-2-(4-fluorophenyl)ethan-1-one